FC=1C=C(C=C(C1)F)C1(CN(CC1)C(=O)C1=CC(=NN1)C1=CN=NC=C1)F [3-(3,5-difluorophenyl)-3-fluoro-pyrrolidin-1-yl]-(3-pyridazin-4-yl-1H-pyrazol-5-yl)methanone